methyl (1R,2S,5S)-3-[(2S)-2-[(1-acetylazetidine-3-carbonyl)amino]-3,3-dimethyl-butanoyl]-6,6-dimethyl-3-azabicyclo[3.1.0]hexane-2-carboxylate C(C)(=O)N1CC(C1)C(=O)N[C@H](C(=O)N1[C@@H]([C@H]2C([C@H]2C1)(C)C)C(=O)OC)C(C)(C)C